ClC=1C(=C(COC2C[C@@H]3[C@@H](CN(C3)C(=O)OC(C)(C)C)C2)C=CC1)C(F)(F)F t-butyl (3aR,5s,6aS)-5-((3-chloro-2-(trifluoromethyl)benzyl)oxy)hexahydrocyclopenta[c]pyrrole-2(1H)-carboxylate